FC(S(=O)(=O)CC1CNC1)(F)F 3-((trifluoromethylsulfonyl)methyl)azetidine